C(C)(C)CN(CC(=O)O)C(CCCCCCCCCCC)=O Isopropyl-Lauroyl-Sarcosine